4-oximino-2-heptenoate N(O)=C(C=CC(=O)[O-])CCC